3-Fluoro-5-(4-oxo-3-(pyridin-2-yl)thiazolidine-2-yl)-N-(4-phenylbutyl)benzamide FC=1C=C(C(=O)NCCCCC2=CC=CC=C2)C=C(C1)C1SCC(N1C1=NC=CC=C1)=O